methyl 5-(2-(4-(6-((4-chlorobenzofuran-7-yl)methoxy)pyridin-2-yl)cyclohex-3-en-1-yl)acetamido)-6-((((S)-oxetan-2-yl)methyl)amino)picolinate ClC1=CC=C(C2=C1C=CO2)COC2=CC=CC(=N2)C2=CCC(CC2)CC(=O)NC=2C=CC(=NC2NC[C@H]2OCC2)C(=O)OC